C(C)(C)(C)OC(=O)N1C[C@H]([C@@H](CC1)N)C=1C=NN(C1)C(F)F trans-4-amino-3-(1-(difluoromethyl)-1H-pyrazol-4-yl)piperidine-1-carboxylic acid tert-butyl ester